ethylene glycol di-acrylate C(C=C)(=O)OCCOC(C=C)=O